The molecule is a glycophytoceramide having a 4-O-(3-phenylpropyl)-alpha-D-galactosyl residue at the O-1 position and a hexacosanoyl group attached to the nitrogen. One of a series of an extensive set of 4"-O-alkylated alpha-GalCer analogues evaluated (PMID:30556652) as invariant natural killer T-cell (iNKT) antigens. It derives from an alpha-D-galactose. CCCCCCCCCCCCCCCCCCCCCCCCCC(=O)N[C@@H](CO[C@@H]1[C@@H]([C@H]([C@H]([C@H](O1)CO)OCCCC2=CC=CC=C2)O)O)[C@@H]([C@@H](CCCCCCCCCCCCCC)O)O